ClC1=CC(=C(C2=C1NC(=N2)C(F)(F)F)N2C(N(C(=CC2=O)C(F)(F)F)C)=O)F 3-[7-chloro-5-fluoro-2-(trifluoromethyl)-1H-benzimidazol-4-yl]-1-methyl-6-(trifluoromethyl)-1H-pyrimidine-2,4-di-one